tert-butyl 4-fluoro-4-(((3S,4r,5R)-3,4,5-tris(benzyloxy)piperidin-1-yl)methyl)piperidine-1-carboxylate FC1(CCN(CC1)C(=O)OC(C)(C)C)CN1C[C@@H](C([C@@H](C1)OCC1=CC=CC=C1)OCC1=CC=CC=C1)OCC1=CC=CC=C1